5,10,15,20-tetra-(4-iodophenyl)porphyrin IC1=CC=C(C=C1)C=1C2=CC=C(N2)C(=C2C=CC(C(=C3C=CC(=C(C=4C=CC1N4)C4=CC=C(C=C4)I)N3)C3=CC=C(C=C3)I)=N2)C2=CC=C(C=C2)I